monoethyl-propionic acid C(C)C(C(=O)O)C